C/C(=C/CC(C=O)C)/CCC=C(C)C Z-3,7-dimethyl-2,6-octadien-1-yl-propanal